CSCN1C(NCC1=O)=O 3-((methylthio)methyl)imidazoline-2,4-dione